CCCCCCCC(CCCCCCC)OC(CCCC(CCCC(=O)OC(CCCCCCC)CCCCCCC)N(C)C(=O)SCCCN(C)C)=O.BrC1=C(C=C(C2=CNN=C12)Cl)C1=CC=C(C=C1)N1CCOCC1 4-(4-(7-Bromo-4-chloro-2H-indazol-6-yl)phenyl)morpholine di(pentadecan-8-yl)5-((((3-(dimethylamino)propyl)thio)carbonyl)(methyl)amino)nonanedioate